(1-(5-bromo-6-(4-cyano-3-fluorophenyl)-4-methoxypyridine-2-yl)piperidin-4-yl)carbamate BrC=1C(=CC(=NC1C1=CC(=C(C=C1)C#N)F)N1CCC(CC1)NC([O-])=O)OC